C(C)N1C=C(C(C2=CC(=C(C(=C12)F)N1CC(CC1)CNCC)F)=O)C(=O)OCC ethyl 1-ethyl-4-oxo-6,8-difluoro-7-[3-(ethylaminomethyl) pyrrolidin-1-yl]-1,4-dihydroquinoline-3-carboxylate